(R)-1-benzyl-2-(2,2-bis(((tert-butyldimethylsilyl)oxy)methyl)-4,7-dimethyl-6-pentyl-2,3-dihydro-1H-inden-5-yl)-2,3-dihydro-1H-naphtho[1,8-de][1,3,2]diazaborinine C(C1=CC=CC=C1)N1B(NC2=C3C1=CC=CC3=CC=C2)C=2C(=C3CC(CC3=C(C2CCCCC)C)(CO[Si](C)(C)C(C)(C)C)CO[Si](C)(C)C(C)(C)C)C